(2R,3S,4S,5R)-3-(3,4-difluoro-2-(1-hydroxyethyl)phenyl)-N-(1-(difluoromethyl)-3-methyl-1H-pyrazol-4-yl)-4,5-dimethyl-5-(trifluoromethyl)tetrahydrofuran-2-carboxamide FC=1C(=C(C=CC1F)[C@H]1[C@@H](O[C@]([C@H]1C)(C(F)(F)F)C)C(=O)NC=1C(=NN(C1)C(F)F)C)C(C)O